N-[[4-[5-(trifluoromethyl)-1,2,4-oxadiazol-3-yl]phenyl]methyl]ethanesulfonamide FC(C1=NC(=NO1)C1=CC=C(C=C1)CNS(=O)(=O)CC)(F)F